Benzyl-2-phenylacetate C(C1=CC=CC=C1)OC(CC1=CC=CC=C1)=O